spiro[3.3]heptane-2-ol C1C(CC12CCC2)O